CN1C=NC2=C1C(=NN(C2=O)CC(=O)N[C@@H](C)C2=NC=C(C=C2)C(F)(F)F)C (S)-2-(1,7-Dimethyl-4-oxo-1,4-dihydro-5H-imidazo[4,5-d]pyridazin-5-yl)-N-(1-(5-(trifluoromethyl)pyridin-2-yl)ethyl)acetamid